(5S,7S)-7-Methyl-1,6-dioxaspiro[4.5]decane C[C@@H]1O[C@]2(CCCO2)CCC1